ClC=1C=CC2=C(N=C(O2)N2CC3(C2)CC(C3)NC(=O)C=3OC(=CC3)S(=O)(=N)CC(C)C)C1 N-[2-(5-chloro-1,3-benzoxazol-2-yl)-2-azaspiro[3.3]heptan-6-yl]-5-(isobutylsulfonimidoyl)furan-2-carboxamide